1-(4-bromophenyl)-N-methyl-methylamine BrC1=CC=C(C=C1)CNC